hexaethyl-1,5-pentanediamine hydroxide [OH-].C(C)C(C(C(N)(CC)CC)(CC)CC)(CCN)CC